2-chloro-4-((3-(2-(3,5-dimethyl-2-oxooxazolidin-5-yl)ethyl)-1-methyl-2-oxo-2,3-dihydro-1H-benzo[d]imidazol-5-yl)amino)nicotinonitrile ClC1=C(C#N)C(=CC=N1)NC1=CC2=C(N(C(N2CCC2(CN(C(O2)=O)C)C)=O)C)C=C1